C(CCC)C1=C(C(=C(C(N1)=O)S(=O)(=O)C1=CC=C(C=N1)C=1C=NC(=CC1)F)O)C1=C(C=CC=C1OC)OC 6-butyl-5-(2,6-dimethoxyphenyl)-3-((6'-fluoro-[3,3'-bipyridin]-6-yl)sulfonyl)-4-hydroxypyridin-2(1H)-one